BrC=1C=2N(C=CC1)C=CN2 8-bromo-imidazo[1,2-a]pyridine